tert-butyl 4-((2-amino-5-bromo-3-fluorophenyl)amino)piperidine-1-carboxylate NC1=C(C=C(C=C1F)Br)NC1CCN(CC1)C(=O)OC(C)(C)C